1-[4-[4-(Hydroxymethyl)-1H-1,2,3-triazole-1-yl]phenyl]-3-(4-nitrophenyl)-2-propene-1-one OCC=1N=NN(C1)C1=CC=C(C=C1)C(C=CC1=CC=C(C=C1)[N+](=O)[O-])=O